C(C)S(=O)(=O)NC1=C(C=C(C=C1)C1=NNC(=C1C(=O)N)NC1=NC=CN=C1)OCCC1=CC=C(C=C1)F 3-(4-(ethylsulfonamido)-3-(4-fluorophenethoxy)phenyl)-5-(pyrazin-2-ylamino)-1H-pyrazole-4-carboxamide